BrC(C1=CCN(C=C1)O)Cl bromo-N-hydroxyisonicotinyl chloride